(S)-1-((2-(hydroxymethyl)-5-methyl-1-tosyl-1H-indol-7-yl)sulfonyl)-N-(1-methyl-2-oxo-1,2-dihydropyridin-4-yl)azetidine-2-carboxamide OCC=1N(C2=C(C=C(C=C2C1)C)S(=O)(=O)N1[C@@H](CC1)C(=O)NC1=CC(N(C=C1)C)=O)S(=O)(=O)C1=CC=C(C)C=C1